rel-N-[(3S,4R)-4-({[(1s,4S)-4-methylcyclohexyl]oxy}methyl)-6-oxo-7-(propan-2-yl)-1,3,4,6-tetrahydro-2H-quinolizin-3-yl]methanesulfonamide CC1CCC(CC1)OC[C@H]1[C@H](CCC2=CC=C(C(N12)=O)C(C)C)NS(=O)(=O)C |o1:9,10|